trifluoromethanesulfonyl-methyleneammonium zinc [Zn+2].FC(S(=O)(=O)[NH+]=C)(F)F